4-Tert-Butylphenyldimethylsilane C(C)(C)(C)C1=CC=C(C=C1)[SiH](C)C